NC=1C=C(C(=O)NC[C@@H](C)N(C)C)C=C(C1)C(F)(F)F 3-amino-N-[(2R)-2-(dimethylamino)propyl]-5-(trifluoromethyl)benzamide